triethyleneglycol di-(2-ethylhexanoate) C(C)C(C(=O)OCCOCCOCCOC(C(CCCC)CC)=O)CCCC